6-(6-chloro-2,5-dimethylpyrimidin-4-yl)-3-(difluoromethyl)-5,6,7,8-tetrahydro-1,6-naphthyridine ClC1=C(C(=NC(=N1)C)N1CC=2C=C(C=NC2CC1)C(F)F)C